6-Amino-8-bromo-4H-1,4-benzoxazin-3-one NC=1C=C(C2=C(NC(CO2)=O)C1)Br